CS(=O)(=O)C1CC(C1)N1C[C@H](CCC1)C1CCNCC1 (R)-1-(3-(methylsulfonyl)cyclobutyl)-3,4'-bipiperidine